(R)-2-((4-(4-fluorophenyl)-5-methyl-2-oxo-2H-chromen-7-yl)oxy)propanoic acid FC1=CC=C(C=C1)C1=CC(OC2=CC(=CC(=C12)C)O[C@@H](C(=O)O)C)=O